N-(3-chloro-4-(3-fluorobenzyloxy)phenyl)-6-((5-formyl)furan-2-yl)-4-quinazolinamine ClC=1C=C(C=CC1OCC1=CC(=CC=C1)F)NC1=NC=NC2=CC=C(C=C12)C=1OC(=CC1)C=O